sodium methacrylate dimethyl-p-benzenesulfonate ammonium chloride [Cl-].[NH4+].CC1=C(C=CC(=C1)S(=O)(=O)[O-])C.C(C(=C)C)(=O)O.[Na+]